COC1=C(OCC2OC2)C=CC=C1 2-((methoxyphenoxy)methyl)oxirane